4-(4-((5-fluoro-6-methoxypyridin-3-yl)oxy)piperidin-1-yl)-2,5-dimethylpyrimidine FC=1C=C(C=NC1OC)OC1CCN(CC1)C1=NC(=NC=C1C)C